1-(5-(2-oxo-2,3-dihydro-1H-imidazo[4,5-b]pyridin-7-yl)pyrazin-2-yl)-3-(2,2,2-trifluoroethyl)urea O=C1NC=2C(=NC=CC2C=2N=CC(=NC2)NC(=O)NCC(F)(F)F)N1